C1(=CC=CC=C1)C1=CC=2C(=NC=CC2NC(=O)C2CCC(CC2)C(C)NC(OC(C)(C)C)=O)N1COCC[Si](C)(C)C tert-butyl (1-((1r,4r)-4-((2-phenyl-1-((2-(trimethylsilyl)ethoxy)methyl)-1H-pyrrolo[2,3-b]pyridin-4-yl)carbamoyl)cyclohexyl)ethyl)carbamate